NC=1C=2N(C3=CC(=C(C=C3N1)F)C(=O)O)C(=NC2)C 4-amino-7-fluoro-1-methylimidazolo[1,5-a]quinoxalin-8-carboxylic acid